ClC1=C(C=CC=C1Cl)C1=C(N=CC(=N1)C(=O)O)C 6-(2,3-dichlorophenyl)-5-methylpyrazine-2-carboxylic acid